CN(CCC1=CNC2=CC=CC(=C12)OC(=O)N1CCN(CC1)C)C 4-methylpiperazine-1-carboxylic acid [3-[2-(dimethylamino) ethyl]-1H-indol-4-yl] ester